Tert-butyl((1S,3S)-3-((5-cyclopropylpyrimidin-2-yl)amino) cyclopentyl) carbamate C(N)(O[C@@]1(C[C@H](CC1)NC1=NC=C(C=N1)C1CC1)C(C)(C)C)=O